chromium-zinc sulfide [S-2].[Zn+2].[Cr+3]